NC1=NN=C(C2=CC(=CC=C12)C=1C=C(C=CC1)B(O)O)C [3-(1-amino-4-methylphthalazin-6-yl)phenyl]boronic acid